ClC=1C2=C(N=C(N1)C)C=NC(=C2)O[C@@H]2COCC2 (S)-4-chloro-2-methyl-6-((tetrahydrofuran-3-yl)oxy)pyrido[3,4-d]pyrimidine